2-(3-methylphenyl)-4,5-dihydrooxazole CC=1C=C(C=CC1)C=1OCCN1